4-Chloro-6-methyl-N-(pyridin-4-yl)nicotinamide ClC1=CC(=NC=C1C(=O)NC1=CC=NC=C1)C